N-(3-methoxy-phenyl)-nicotinamide COC=1C=C(C=CC1)NC(C1=CN=CC=C1)=O